3-hydroxy-7,9-dimethyl-8-oxa-2-azaspiro[4.5]decane-2-carboxylate OC1N(CC2(C1)CC(OC(C2)C)C)C(=O)[O-]